4-benzyl-1-methyl-1H-1,2,4-triazol-4-ium hydrogen carbonate C(O)([O-])=O.C(C1=CC=CC=C1)[N+]=1C=NN(C1)C